COC1=CC=C(C2=CC=CC=C12)C1=NC(=NC=N1)C(Cl)(Cl)Cl 2-(4-methoxy-naphthyl)-6-trichloromethyl-s-triazine